5-benzyl-N-(2-fluorophenyl)-1H-1,2,4-triazole-3-carboxamide C(C1=CC=CC=C1)C1=NC(=NN1)C(=O)NC1=C(C=CC=C1)F